(1R,2R)-2-(1H-benzo[d]imidazol-2-yl)-N-(4-pyrazin-2-ylphenyl)cyclopropanecarboxamide N1C(=NC2=C1C=CC=C2)[C@H]2[C@@H](C2)C(=O)NC2=CC=C(C=C2)C2=NC=CN=C2